C(C)(=O)C=1C=C(CCO)C=C(C1)C(C)=O 3,5-diacetyl-phenethyl alcohol